tartarate C(C(O)C(O)C(=O)[O-])(=O)[O-]